benzotriazole-1-yloxy-tris(dimethylamino)phosphonium N1(N=NC2=C1C=CC=C2)O[P+](N(C)C)(N(C)C)N(C)C